ketogluconate O=C([C@H](O)[C@@H](O)[C@H](O)[C@H](O)CO)[O-]